FC1=C(C(=CC(=C1)C(=O)C1=CC=C2C(=CC=CN12)C1=CC2=C(N(C=N2)C)C=C1C(F)(F)F)F)NC(\C=C\CNC1CCC(CC1)OC)=O (E)-N-(2,6-difluoro-4-(8-(1-methyl-6-(trifluoromethyl)-1H-benzo[d]imidazol-5-yl)indolizine-3-carbonyl)phenyl)-4-(((1r,4r)-4-methoxycyclohexyl)amino)but-2-enamide